N1(CCC1)C1CCC(CC1)C=1C=C2C(=CN1)NC(=C2C(C)C)C=2C(=C(C=1N(C2)N=CN1)C)C 6-(5-(4-(azetidin-1-yl)cyclohexyl)-3-isopropyl-1H-pyrrolo[2,3-c]pyridin-2-yl)-7,8-dimethyl-[1,2,4]triazolo[1,5-a]pyridine